(R)-6-(2-((tert-butyldimethylsilyl)oxy)propoxy)-5-chloropyridin-3-amine [Si](C)(C)(C(C)(C)C)O[C@@H](COC1=C(C=C(C=N1)N)Cl)C